benzylamine, hydroiodide I.C(C1=CC=CC=C1)N